2-(3-allylpiperidin-1-yl)-4-nitrobenzoic acid C(C=C)C1CN(CCC1)C1=C(C(=O)O)C=CC(=C1)[N+](=O)[O-]